2-(3-(3-acetyl-4-fluorophenyl)-5-(cyclopropylmethyl)-4-(3-fluoro-4-sulfamoylbenzyl)-1H-pyrazol-1-yl)thiazole-4-carboxylic acid C(C)(=O)C=1C=C(C=CC1F)C1=NN(C(=C1CC1=CC(=C(C=C1)S(N)(=O)=O)F)CC1CC1)C=1SC=C(N1)C(=O)O